(R)-3-chloro-N-(1-(6,7-difluoro-1-oxo-1,2-dihydroisoquinolin-4-yl)ethyl)-N-methyl-1H-indole-2-carboxamide ClC1=C(NC2=CC=CC=C12)C(=O)N(C)[C@H](C)C1=CNC(C2=CC(=C(C=C12)F)F)=O